N=1N(N=CC1)C(C([2H])([2H])[2H])(C([2H])([2H])[2H])C1=NN(C(=C1)NC1=NC=C(C(=N1)NCC)C(F)(F)F)C1CC1 N2-(3-(2-(2H-1,2,3-triazol-2-yl)propan-2-yl-1,1,1,3,3,3-d6)-1-cyclopropyl-1H-pyrazol-5-yl)-N4-ethyl-5-(trifluoromethyl)pyrimidine-2,4-diamine